methyl (R)-2-(6-(1-((tert-butoxycarbonyl)amino)ethyl)-1H-indol-2-yl)-cyclopropyl-7-methoxy-1-methyl-1H-benzo[d]imidazole-5-carboxylate C(C)(C)(C)OC(=O)NC(C)C1=CC=C2C=C(NC2=C1)C1[C@@H](C1)C1=NC2=C(N1C)C(=CC(=C2)C(=O)OC)OC